(E)-3-(2-(2-(cyclopentanecarbonyl)-2,5-diazaspiro[3.4]octan-5-yl)phenyl)-N-hydroxyacrylamide C1(CCCC1)C(=O)N1CC2(C1)N(CCC2)C2=C(C=CC=C2)/C=C/C(=O)NO